sodium 8-aminonaphthalene-1,3,5-trisulfonate NC1=CC=C(C=2C=C(C=C(C12)S(=O)(=O)[O-])S(=O)(=O)[O-])S(=O)(=O)[O-].[Na+].[Na+].[Na+]